C(C1=CC=CC=C1)OCC=1N(C=2N(C(NC(C2N1)=O)=O)C)CCC 8-((benzyloxy)methyl)-3-methyl-9-propyl-3,9-dihydro-1H-purine-2,6-dione